N1C(NC(C=2C1=NC=1C(NC(NC1N2)=O)=O)=O)=O pyrimido[4,5-g]pteridine-2,4,7,9(1H,3H,6H,8H)-tetrone